N-(4-{[6,7-bis(methyloxy)-quinolin-4-yl]oxy}phenyl)-N'-(4-fluorophenyl)cyclopropane-1,1-dicarboxamide COC=1C=C2C(=CC=NC2=CC1OC)OC1=CC=C(C=C1)NC(=O)C1(CC1)C(=O)NC1=CC=C(C=C1)F